METHYL (2R)-(N,N-BIS(4-METHOXYBENZYL) SULFAMOYL)HEX-5-ENOATE COC1=CC=C(CN(S(=O)(=O)[C@@H](C(=O)OC)CCC=C)CC2=CC=C(C=C2)OC)C=C1